6-bromo-5-fluoroimidazo[1,5-a]pyridine-1-carboxylate BrC=1C=CC=2N(C1F)C=NC2C(=O)[O-]